5-bromo-4-(difluoromethyl)pyridin-2(1H)-one BrC=1C(=CC(NC1)=O)C(F)F